cyanatononyl-benzene O(C#N)CCCCCCCCCC1=CC=CC=C1